N1CC(C1)C1(N=C2N(C(=C1)NCC1=CC=C(C=C1)C1=NC=CC=C1)NC=C2C2CC2)N 5-(azetidin-3-yl)-3-cyclopropyl-N7-(4-(pyridin-2-yl)benzyl)pyrazolo[1,5-a]pyrimidine-5,7-diamine